2-[(6-{3-Azabicyclo[3.1.0]hex-3-yl}-2-methylpyridin-3-yl)methyl]-N-[(6R)-3-methyl-1H,4H,5H,6H-cyclopenta[c]pyrazol-6-yl]-2H-1,2,3-triazole-4-carboxamide C12CN(CC2C1)C1=CC=C(C(=N1)C)CN1N=CC(=N1)C(=O)N[C@@H]1CCC2=C1NN=C2C